(2S)-3-methyl-2-{methyl-[3-(prop-2-enoyl)-1-oxa-3,8-diazaspiro[4.5]decan-8-yl]carbonylamino}butyric acid CC([C@@H](C(=O)O)N(C(=O)N1CCC2(CN(CO2)C(C=C)=O)CC1)C)C